C(C)(C)(C)N(C(=O)OC(CN(CCO)CCN)C)C1CCC(CC1)CC(C)(C)NC[C@@H](C1=NC(=CC=C1)C(F)(F)F)O 1-[2-aminoethyl-(2-hydroxyethyl)amino]Propan-2-ol tert-Butyl-((1R,4s)-4-(2-(((S)-2-hydroxy-2-(6-(trifluoromethyl)pyridin-2-yl)ethyl)amino)-2-methylpropyl)cyclohexyl)carbamate